O1C[C@H](CC1)OC1NCC2=CC=CC=C12 1-[(3S)-oxolan-3-yloxy]-2,3-dihydro-1H-isoindol